BrC1=C2CCCC(C2=CC=C1F)NC(OC(C)(C)C)=O tert-butyl (5-bromo-6-fluoro-1,2,3,4-tetrahydronaphthalen-1-yl)carbamate